N-(3-chlorophenyl)-1H-indazole-3-carboxamide ClC=1C=C(C=CC1)NC(=O)C1=NNC2=CC=CC=C12